1-(tert-butyl)-3-(4,5-difluorophenyl)-5-methyl-pyrazole-4-ol C(C)(C)(C)N1N=C(C(=C1C)O)C1=CC=C(C(=C1)F)F